2-[[5-ethylsulfonyl-6-[7-(trifluoromethyl)imidazo[1,2-a]pyridin-2-yl]-3-pyridyl]oxy]-2-methyl-propanenitrile C(C)S(=O)(=O)C=1C=C(C=NC1C=1N=C2N(C=CC(=C2)C(F)(F)F)C1)OC(C#N)(C)C